5-(5-(3-benzyl-1-((6-(trifluoromethyl)pyridin-2-yl)sulfonyl)pyrrolidin-3-yl)-6-methyl-1H-indazol-1-yl)-1-methylpyridin-2(1H)-one C(C1=CC=CC=C1)C1(CN(CC1)S(=O)(=O)C1=NC(=CC=C1)C(F)(F)F)C=1C=C2C=NN(C2=CC1C)C=1C=CC(N(C1)C)=O